N-((1-((1r,4r)-4-(cyanomethyl)cyclohexyl)-1,6-dihydroimidazo[4,5-d]pyrrolo[2,3-b]pyridin-2-yl)methyl)-N'-hydroxyisobutyrimidamide C(#N)CC1CCC(CC1)N1C(=NC=2C1=C1C(=NC2)NC=C1)CNC(C(C)C)=NO